Disodium Propionate C(CC)(=O)[O-].[Na+].[Na+].C(CC)(=O)[O-]